C(CCC)C1=NC2=C(C(O1)=O)C=CC=C2 butyl-3,1-benzoxazin-4-one